4-(1,7-diazaspiro[4.4]nonan-7-yl)-3-pyridazin-4-yl-1H-pyrrolo[2,3-b]pyridine N1CCCC12CN(CC2)C2=C1C(=NC=C2)NC=C1C1=CN=NC=C1